BrC1=CC(=C(C=C1F)NS(=O)(=O)C=1C=NN2C1C=CC(=C2Cl)Cl)F N-(4-bromo-2,5-difluorophenyl)-6,7-dichloro-pyrazolo[1,5-a]pyridine-3-sulfonamide